ethyl 5-[[ethylsulfonyl(3-pyridyl)amino]methyl]isoxazole-3-carboxylate C(C)S(=O)(=O)N(C=1C=NC=CC1)CC1=CC(=NO1)C(=O)OCC